C(C)(C)(C)OC(=O)N1CC(=CC1)C1=NC=NC2=CC=C(C=C12)C=1C=NC(=C(C1)NS(=O)(=O)C1=C(C=C(C=C1)F)F)OC 3-(6-(5-((2,4-difluorophenyl)sulphonylamino)-6-methoxypyridin-3-yl)quinazolin-4-yl)-2,5-dihydro-1H-pyrrole-1-carboxylic acid tert-butyl ester